CN1N=CC=C1C(=O)NC(C(=O)O)CCOC1CC(C1)CCC1=NC=2NCCCC2C=C1 2-[(2-methylpyrazole-3-carbonyl)amino]-4-[3-[2-(5,6,7,8-tetrahydro-1,8-naphthyridin-2-yl)ethyl]cyclobutoxy]butanoic acid